1-(2,2-Dimethoxyethoxy)-3-methylbenzene COC(COC1=CC(=CC=C1)C)OC